2,3-Butylenoxid CC1C(C)O1